4-iodo-2,6-difluoro-phenylamine IC1=CC(=C(C(=C1)F)N)F